1-(1-adamantyl)hexadecan-1-one C12(CC3CC(CC(C1)C3)C2)C(CCCCCCCCCCCCCCC)=O